FC1=C(C=C(C=C1C(F)(F)F)C=1OC=2C=NC(=CC2N1)C(=O)OC)OCOC Methyl 2-(4-fluoro-3-(methoxymethoxy)-5-(trifluoromethyl)phenyl)oxazolo[5,4-c]pyridine-6-carboxylate